acryloxyundecylmethyldiethoxysilane C(C=C)(=O)OCCCCCCCCCCC[Si](OCC)(OCC)C